4-(2-(4-(naphthalen-2-yl)-1H-benzimidazol-1-yl)ethyl)morpholine perfluorophenyl-2-(4-(pyridin-4-yl)phenyl)acetate FC(C(=O)O)(C1=C(C(=C(C(=C1F)F)C1=C(C(=NC(=C1F)F)F)F)F)F)C1=C(C(=C(C(=C1F)F)F)F)F.C1=C(C=CC2=CC=CC=C12)C1=CC=CC=2N(C=NC21)CCN2CCOCC2